C(C)(=O)OC1=CC(=CC(=C1)C)C 3,5-xylyl acetate